ClC=1C=CC=2N(C1)C(=CN2)C2=NC=CC(=N2)N2CC(CCC2)CC(=O)O 2-(1-(2-(6-chloroimidazo[1,2-a]pyridin-3-yl)pyrimidin-4-yl)piperidin-3-yl)acetic acid